2-amino-9-((2R,3S,4S,5R)-4-fluoro-3-hydroxy-5-(hydroxymethyl)tetrahydrofuran-2-yl)-7-(3-hydroxybenzyl)-7,9-dihydro-8H-purin-8-one NC1=NC=C2N(C(N(C2=N1)[C@@H]1O[C@@H]([C@H]([C@H]1O)F)CO)=O)CC1=CC(=CC=C1)O